C(CC(O)(C(=O)O)CC(=O)O)(=O)O.O[Na] Hydroxysodium citrate